FC=1C=CC2=C(CC3(CCNCC3)O2)C1 5-fluoro-spiro[3H-benzofuran-2,4'-piperidine]